N1C=NC(=C1)CCC(=O)O 3-(1H-imidazol-4-yl)propionic acid